C(C)(C)(C)OC(=O)N1CCC(CC1)N1N=C(C=C1Br)Br.ClC1=C(C(=O)N[C@H]2C[C@H](CCC2)NC2=CC(=NC3=CC=C(C=C23)F)C(F)(F)F)C=C(C=C1)NS(=O)(=O)C 2-chloro-N-[(1r,3s)-3-{[6-fluoro-2-(trifluoromethyl)quinolin-4-yl]amino}cyclohexyl]-5-methanesulfonamidobenzamide tert-Butyl-4-(3,5-dibromo-1H-pyrazol-1-yl)piperidine-1-carboxylate